hexamethyldisilazane aminomagnesium salt N[Mg].C[Si](N[Si](C)(C)C)(C)C